NC=1C(=C2C(=NC1)N(C=C2)S(=O)(=O)C2=CC=CC=C2)NC2CC1C(CN(C1)C(=O)NC1=NC(=NS1)OC)C2 5-((5-amino-1-(phenylsulfonyl)-1H-pyrrolo[2,3-b]pyridin-4-yl)amino)-N-(3-methoxy-1,2,4-thiadiazol-5-yl)hexahydrocyclopenta[c]pyrrole-2(1H)-carboxamide